(E)-3,4-dimethylpyrazoleMandelate CC1(N=NC=C1C)C1=CC=CC=C1C(C(=O)[O-])O